8'-Bromo-7'-fluoro-3'-methyl-1-(pyridin-4-yl)spiro[azetidine-3,1'-pyrrolo[2,3-c]quinolin]-2'(3'H)-one BrC1=CC=2C3=C(C=NC2C=C1F)N(C(C31CN(C1)C1=CC=NC=C1)=O)C